quinothiainine S1CC=CC2=C1C=C1C=CC=CC1=N2